FC1=C(C=CC(=C1)F)S(=O)(=O)NC=1C=C(C=NC1OC)C=1C=C2C(=NC=NC2=CC1)N1CCNCC1 4-(6-(5-((2,4-difluorophenyl)sulfonamido)-6-methoxypyridin-3-yl)quinazolin-4-yl)piperazine